C(C)S(=O)(=O)C=1C=C(C(=O)N2[C@H](CCC2)C(=O)N)C=CC1 1-(3-(ethylsulfonyl)benzoyl)-D-prolinamide